3-(Hex-4-yn-1-yl)-1,4,2-dioxazol-5-one C(CCC#CC)C1=NOC(O1)=O